CC1=C(C(CC1)=O)C(C)CCC(CC)C 3-methyl-2-(5-methylhept-2-yl)cyclopent-2-en-1-one